ClC=1C=CC(=NC1)[C@@]1(OC2=C(O1)C=CC=C2C2CCN(CC2)CC2=NC1=C(N2C[C@H]2OCC2)C=C(C=C1)C(=O)O)C 2-((4-((S)-2-(5-chloropyridin-2-yl)-2-methylbenzo[d][1,3]dioxol-4-yl)piperidin-1-yl)methyl)-1-(((S)-oxetan-2-yl)methyl)-1H-benzo[d]imidazole-6-carboxylic acid